C(C(=C)C)(=O)NN[C@H]1C(O)O[C@@H]([C@H]([C@@H]1O)O)CO N-(methacrylamido)glucosamine